3-methyl-2-{[(3R,6R)-6-methyl-1-{[2-(4-methyl-1H-pyrazol-1-yl)phenyl]carbonyl}piperidin-3-yl]oxy}pyridine-4-carbonitrile CC=1C(=NC=CC1C#N)O[C@H]1CN([C@@H](CC1)C)C(=O)C1=C(C=CC=C1)N1N=CC(=C1)C